CC1=C(C=C(C=C1)C=1SC=CN1)B(O)O 2-METHYL-5-(THIAZOL-2-YL)PHENYLBORONIC ACID